C(C)OC1=C(C=CC=C1)SC=1C=C2C(=CNC2=CC1)C1=CCN2CCCC2C1 5-(2-ethoxyphenyl)thio-3-(1,2,3,4,5,8-hexahydroindolizin-7-yl)-1H-indole